ClC(Cl)C1=C(C=CC=C1)C1=CC=CC=C1 dichloromethyl-1,1'-biphenyl